tert-butyl 2-[4-[3-(2,6-dioxo-3-piperidyl)-1-methyl-2-oxo-8,9-dihydro-7H-imidazo[4,5-f]quinolin-6-yl]-1-piperidyl]acetate O=C1NC(CCC1N1C(N(C2=C3CCCN(C3=CC=C21)C2CCN(CC2)CC(=O)OC(C)(C)C)C)=O)=O